COC=1C=C(C=CC1OC)C=1N(C2=CC=C(C=C2C1C)C1CCN(CC1)CCNC)C 2-(4-(2-(3,4-dimethoxyphenyl)-1,3-dimethyl-1H-indol-5-yl)piperidin-1-yl)-N-methylethylamine